FC1=C(C(=C(C(=C1F)F)F)F)SC1=C(C(=C(C(=C1F)F)F)F)F bis(perfluorophenyl)sulfane